BrC1=C(SC(=C1)CC)C1=NN=NN1 5-(3-Bromo-5-ethylthiophen-2-yl)-1H-tetrazole